C(C)(C)C1=C(C(=NC=C1)N)N isopropylpyridine-2,3-diamine